FC=1C(=NC=CC1)C[Sn](CCCC)(CCCC)CCCC 3-fluoro-2-((tributylstannyl)methyl)pyridine